ClC1=CC=C(CN2C(=NC(C3=C2C=NN3CC)=O)NC3=CC=C(C=C3)O)C=C1 4-(4-chlorobenzyl)-1-ethyl-5-((4-hydroxyphenyl)amino)-1,4-dihydro-7H-pyrazolo[4,3-d]pyrimidin-7-one